4-(p-tolyl)-1-p-toluenesulfonyl-5,6-dihydropyridin-2(1H)-one C1(=CC=C(C=C1)C1=CC(N(CC1)S(=O)(=O)C1=CC=C(C)C=C1)=O)C